C(C)C(CC)(CCCCCCCCCCCCCCCCC)C1=NOC(N1)=O 3-(3-ethylicosan-3-yl)-1,2,4-oxadiazol-5(4H)-one